6-((4-Chloro-2-methylphenyl)amino)-3-methyl-1-(tetrahydrofuran-3-yl)-1,3-dihydro-2H-imidazo[4,5-c]pyridin-2-one ClC1=CC(=C(C=C1)NC1=CC2=C(C=N1)N(C(N2C2COCC2)=O)C)C